methyl-1',2',3',6'-tetrahydro-[3,4'-bipyridine]-6-carboxamide hydrochloride Cl.CC1=NC(=CC=C1C=1CCNCC1)C(=O)N